5-fluoro-N-((S)-1-oxo-1-(((S)-3-oxo-1-((S)-2-oxopyrrolidin-3-yl)-4-(2,3,5,6-tetrafluorophenoxy)butan-2-yl)amino)-3-phenylpropan-2-yl)-1H-indole-2-carboxamide FC=1C=C2C=C(NC2=CC1)C(=O)N[C@H](C(N[C@@H](C[C@H]1C(NCC1)=O)C(COC1=C(C(=CC(=C1F)F)F)F)=O)=O)CC1=CC=CC=C1